N(=C=O)C1CC(CC(C1)(C)C)C 3-isocyanato-1,5,5-trimethyl-cyclohexane